4-[[3-[1-(cyanomethyl)-3-(trifluoromethyl)pyrazol-4-yl]imidazo[1,2-a]pyrazin-8-yl]amino]-2-methyl-N-[2-oxo-2-[[(3S)-pyrrolidin-3-yl]amino]ethyl]benzamide C(#N)CN1N=C(C(=C1)C1=CN=C2N1C=CN=C2NC2=CC(=C(C(=O)NCC(N[C@@H]1CNCC1)=O)C=C2)C)C(F)(F)F